4-chloro-N-[4-methyl-1-(1,2,3,4-tetrahydroisoquinolin-6-yl)pyrazol-3-yl]-1H-indazol-5-amine ClC1=C2C=NNC2=CC=C1NC1=NN(C=C1C)C=1C=C2CCNCC2=CC1